4-(3-Chloro-6-fluoro-2-phenethyl-phenyl)-5-hydroxy-2,6-dimethyl-pyridazin-3-one ClC=1C(=C(C(=CC1)F)C=1C(N(N=C(C1O)C)C)=O)CCC1=CC=CC=C1